(2S,4R)-1-(2-(3-acetyl-5-(2-methylpyrimidin-5-yl)-1H-indazol-1-yl)acetyl)-N-(6-(difluoromethoxy)pyridin-2-yl)-4-fluoropyrrolidine-2-carboxamide C(C)(=O)C1=NN(C2=CC=C(C=C12)C=1C=NC(=NC1)C)CC(=O)N1[C@@H](C[C@H](C1)F)C(=O)NC1=NC(=CC=C1)OC(F)F